ClC[C@@H](CNCCNS(=O)(=O)C1=C(C=CC=C1)[N+](=O)[O-])O N-[2-[[(2R)-3-chloro-2-hydroxy-propyl]amino]ethyl]-2-nitro-benzenesulfonamide